(S)-1-(t-butoxycarbonyl)-2-methylpiperazin-3-one C(C)(C)(C)OC(=O)N1[C@H](C(NCC1)=O)C